2,6-dimethylpyridine-4-Boronic acid pinacol ester CC1=NC(=CC(=C1)B1OC(C)(C)C(C)(C)O1)C